C(C)(C)(C)OC(=O)N1C2(CNCC1CC2)C2=NC=C(C=C2)Br (5-bromopyridin-2-yl)-3,8-diazabicyclo[3.2.1]octane-8-carboxylic acid tert-butyl ester